(R)-5-(3-((1-(4-fluorophenyl)ethyl)amino)-1,2,4-triazin-6-yl)-3-(methoxymethyl)benzo[d]oxazol-2(3H)-one FC1=CC=C(C=C1)[C@@H](C)NC=1N=NC(=CN1)C=1C=CC2=C(N(C(O2)=O)COC)C1